ClC=1N(C2=C(C(=CC=C2C1SC1=CC=CC(=N1)CC(=O)O)Cl)F)C=1C=NN(C1)CC 2-(6-((2,6-dichloro-1-(1-ethyl-1H-pyrazol-4-yl)-7-fluoro-1H-indol-3-yl)thio)pyridin-2-yl)acetic acid